C1(CC1)C1=C(C=CC=C1OC)C(C(=O)O)N1CC(C1)OCCCCCC1=NC=2NCCCC2C(=C1)OC 2-(2-cyclopropyl-3-methoxyphenyl)-2-(3-(5-(4-methoxy-5,6,7,8-tetrahydro-1,8-naphthyridin-2-yl)pentyloxy)azetidin-1-yl)acetic acid